FC(C(=O)O)(F)F.C1(=CC(=CC=C1)CNC1=NC=C2N(C1=O)[C@@H](CC2)C(=O)NCC=2C(=NC(=CC2)N)C)C2=CC=CC=C2 (S)-3-(([1,1'-biphenyl]-3-ylmethyl)amino)-N-((6-amino-2-methylpyridin-3-yl)methyl)-4-oxo-4,6,7,8-tetrahydropyrrolo[1,2-a]pyrazine-6-carboxamide trifluoroacetate